C(=O)C1=C(C(=C(C(=C1O)C=O)O)C=O)O tri-formyl-phloroglucinol